pyrano[4,3-c]pyridine C1OC=CC=2C=NC=CC21